CN1C=CC=2C1=C(N=CC2)N(C(=O)N2CCN(CC2)C2=C1NC=NC1=NC=N2)[C@H]2CNCCC2 (R)-N-(1-methyl-1H-pyrrolo[2,3-c]pyridin-7-yl)-N-(piperidin-3-yl)-4-(7H-purin-6-yl)piperazine-1-carboxamide